N1(N=CN=C1)C1=CC=C(C=O)C=C1 4-(1H-1,2,4-triazole-1-yl)benzaldehyde